3-((2-((4-(4-((3R,4S)-7-hydroxy-3-phenylchroman-4-yl)phenyl)piperazin-1-yl)methyl)phenyl)amino)piperidine-2,6-dione OC1=CC=C2[C@@H]([C@@H](COC2=C1)C1=CC=CC=C1)C1=CC=C(C=C1)N1CCN(CC1)CC1=C(C=CC=C1)NC1C(NC(CC1)=O)=O